COC1=CC=C(C=C1)C1(C=CC2=C(O1)C=1C=C(C=CC1C1=C2C(C2=CC(=CC=C21)OC)(OCCO)CCCC)OC)C2=CC=C(C=C2)OC 3,3-di(4-methoxyphenyl)-6,11-dimethoxy-13-butyl-13-(2-hydroxyethoxy)-3H,13H-indeno[2',3':3,4]naphtho[1,2-b]pyran